2-(sec-butyl)-3-ethylbenzo[4,5]imidazo[1,2-a]pyrimidin-4-yl oleate C(CCCCCCC\C=C/CCCCCCCC)(=O)OC1=C(C(=NC=2N1C1=C(N2)C=CC=C1)C(C)CC)CC